N-((5-bromopyridin-2-yl)methyl)-1-(2-(3-fluoro-4-methylphenyl)-2H-pyrazolo[3,4-d]pyrimidin-4-yl)piperidine-3-carboxamide BrC=1C=CC(=NC1)CNC(=O)C1CN(CCC1)C=1C=2C(N=CN1)=NN(C2)C2=CC(=C(C=C2)C)F